(1S,2S)-N-(6-(5-chloro-6-fluoro-7-(isopropyl-(methyl)amino)-1H-indazol-4-yl)imidazo[1,2-a]pyrazin-2-yl)-2-fluorocyclopropane-1-carboxamide ClC=1C(=C2C=NNC2=C(C1F)N(C)C(C)C)C=1N=CC=2N(C1)C=C(N2)NC(=O)[C@H]2[C@H](C2)F